NN1C(=NC(=C1C(=O)N)C1=CC=C(C=C1)C(NC1=NC=CC(=C1)C)=O)[C@H]1N(CCCC1)C(C(=C)F)=O (S)-1-amino-2-(1-(2-fluoroacryloyl)piperidin-2-yl)-4-(4-((4-methylpyridin-2-yl)carbamoyl)phenyl)-1H-imidazole-5-carboxamide